Cl.N[C@@H]1CN(CC[C@H]1F)C1=CC(=NC=C1C=1C=NN(C1)C(F)F)NC1=NC(=C(C=C1)[N+](=O)[O-])C1=C(C=CC=C1OC)F 4-((3R,4R)-3-amino-4-fluoropiperidin-1-yl)-5-(1-(difluoromethyl)-1H-pyrazol-4-yl)-N-(6-(2-fluoro-6-methoxyphenyl)-5-nitropyridin-2-yl)pyridin-2-amine hydrochloride